NC(C(=O)OCC)C(COC)C1=CNC2=CC=C(C=C12)OCC1=CC=CC=C1 Ethyl 2-amino-3-(5-benzyloxy-1H-indol-3-yl)-4-methoxy-butanoate